FC=1C(=CC(=C(C(=O)O)C1)O[C@H](C(F)(F)F)C)N1N=C2COCCCN2C1=O 5-fluoro-4-(3-oxo-6,7-dihydro-3H,5H-[1,2,4]triazolo[3,4-c][1,4]oxazepin-2(9H)-yl)-2-{[(2S)-1,1,1-trifluoropropan-2-yl]oxy}benzoic acid